2-((3-((1-(7-hydroxyquinolin-5-yl)cyclopropyl)carbamoyl)-4-methylphenoxy)methyl)azetidine-1-carboxylate OC1=CC(=C2C=CC=NC2=C1)C1(CC1)NC(=O)C=1C=C(OCC2N(CC2)C(=O)[O-])C=CC1C